3-(1-Acetylazetidin-3-yl)-1-(2-(2-methoxyphenyl)-2-((tetrahydro-2H-pyran-4-yl)oxy)ethyl)-5-methyl-6-(oxazol-2-yl)thieno[2,3-d]pyrimidine-2,4(1H,3H)-dione C(C)(=O)N1CC(C1)N1C(N(C2=C(C1=O)C(=C(S2)C=2OC=CN2)C)CC(OC2CCOCC2)C2=C(C=CC=C2)OC)=O